COC1=CC=NC=2C(N(C(OC21)=O)[C@H](C(=O)O[C@@H](C)[C@@H](C)C2=CC=CC=C2)C)=O (2S,3S)-3-phenylbutan-2-yl (S)-2-(8-methoxy-2,4-dioxo-2H-pyrido[2,3-e][1,3]oxazin-3(4H)-yl)propanoate